5-(1-(2-chloropyridin-4-yl)-3-methylcyclobutyl)-4-methyl-4H-1,2,4-triazole-3-thiol ClC1=NC=CC(=C1)C1(CC(C1)C)C=1N(C(=NN1)S)C